zinc perfluoromethylsulfonate FC(S(=O)(=O)[O-])(F)F.[Zn+2].FC(F)(F)S(=O)(=O)[O-]